FC(C=1C(=C(C=CC1)C(C)C1=C2C(=NC(=NC2=CC(=C1)NCC)C)N)F)F (1-(3-(difluoromethyl)-2-fluorophenyl)ethyl)-N7-ethyl-2-methyl-quinazoline-4,7-diamine